(R)-4-((3-(1-((6-bromo-8-hydroxyquinazolin-4-yl)amino)ethyl)phenyl)difluoromethyl)piperidine-1-carboxylic acid tert-butyl ester C(C)(C)(C)OC(=O)N1CCC(CC1)C(F)(F)C1=CC(=CC=C1)[C@@H](C)NC1=NC=NC2=C(C=C(C=C12)Br)O